tin lead selenium telluride [Se]=[Te].[Pb].[Sn]